N-[4-methoxy-5-(2-morpholin-4-ylpyrimidin-5-yl)-2-[rac-(3R,5S)-3,4,5-trimethylpiperazin-1-yl]phenyl]-6-oxo-4-(trifluoromethyl)-1H-pyridine-3-carboxamide COC1=CC(=C(C=C1C=1C=NC(=NC1)N1CCOCC1)NC(=O)C1=CNC(C=C1C(F)(F)F)=O)N1C[C@H](N([C@H](C1)C)C)C |r|